11-(diethylamino)benzo[g]benzo[4,5]imidazo[1,2-a][1,8]naphthyridine-6-Nitrile C(C)N(C1=CC2=C(C=C3C=C(C=4N(C3=N2)C2=C(N4)C=CC=C2)C#N)C=C1)CC